ethyl (E)-3-(5,8-dimethoxy-1,4-dioxo-1,4-dihydronaphthalen-2-yl)acrylate COC1=C2C(C=C(C(C2=C(C=C1)OC)=O)/C=C/C(=O)OCC)=O